OC[C@H](C1=NC(=CC=C1)NC)NC(CC)=O N-[(1S)-2-hydroxy-1-[6-(methylamino)pyridin-2-yl]ethyl]propionamide